gamma-tert-butyl-L-glutamate C(C)(C)(C)C(C[C@H](N)C(=O)[O-])C(=O)[O-]